C(C)(C)(C)OC(N(C1=C(C(=CC=C1F)NC(C1=C(C(=CC=C1Cl)NC(=O)OC(C)(C)C)F)=O)F)C(=O)OC(C)(C)C)=O (Tert-Butoxycarbonyl)(3-(3-((tert-Butoxycarbonyl)amino)-6-chloro-2-fluorobenzamido)-2,6-difluorophenyl)carbamic acid tert-butyl ester